1-methyl-1,2-dicyclopropyl-cyclopropane tert-butyl-5-(2,6-dichloro-4-pyridyl)-3,6-dihydro-2H-pyridine-1-carboxylate C(C)(C)(C)OC(=O)N1CCC=C(C1)C1=CC(=NC(=C1)Cl)Cl.CC1(C(C1)C1CC1)C1CC1